tert-butyl (1S,5S)-9,9-dimethyl-6-(4-(piperidin-1-yl)phenyl)-3,6-diazabicyclo[3.2.2]nonane-3-carboxylate CC1(C[C@@H]2CN(C[C@H]1N(C2)C2=CC=C(C=C2)N2CCCCC2)C(=O)OC(C)(C)C)C